C(C)(C)(C)OC(=O)N1C[C@H]2CN(C[C@@]2(C1)C)C1=NC(=NC=C1Cl)Cl Trans-5-(2,5-dichloropyrimidin-4-yl)-3a-methyl-hexahydropyrrolo[3,4-c]pyrrole-2(1H)-carboxylic acid tert-butyl ester